5-bromo-N,6-dimethylpyridineamide BrC=1C=CC(=NC1C)C(=O)NC